BrC1C=C(C(O1)=O)C 5-bromo-3-methyl-furan-2(5H)-one